C(C)NC(C)C(CC)C ethyl-(3-methylpent-2-yl)amine